BrC1=C(C=C2C(C(COC2=C1)(C)C)=O)F 7-bromo-6-fluoro-3,3-dimethylchroman-4-one